(7-bromo-6-fluoro-1-methyl-1,3,4,5-tetrahydro-2H-pyrido[4,3-b]indol-2-yl)(5-methoxypyrimidin-2-yl)methanone BrC=1C=CC=2C3=C(NC2C1F)CCN(C3C)C(=O)C3=NC=C(C=N3)OC